C1C(CC2=CC=CC=C12)O[C@@H](CC1=NC2=C(N1)C=CC(=C2)C(=O)O)[C@H](O)C2=CC(=C(C(=C2)OC)C)OC 2-((2S,3R)-2-((2,3-dihydro-1H-inden-2-yl)oxy)-3-(3,5-dimethoxy-4-methylphenyl)-3-hydroxypropyl)-1H-benzo[d]imidazole-5-carboxylic acid